ClC=1C=C(C=C(C1)S)S 5-chloro-1,3-benzenedithiol